4-mercapto-5-methylpentanoic acid SC(CCC(=O)O)CC